N-(2-((R)-4-cyanothiazolidin-3-yl)-2-oxoethyl)-6-((R)-2-methylmorpholino)-quinoline-4-carboxamide C(#N)[C@H]1N(CSC1)C(CNC(=O)C1=CC=NC2=CC=C(C=C12)N1C[C@H](OCC1)C)=O